(S)-10-((5-Chloro-2-((R)-3-ethylpiperidin-1-yl)pyrimidin-4-yl)amino)-2-cyclopropyl-3,3-difluoro-7-methyl-1,2,3,4-tetrahydro-[1,4]oxazepino[2,3-c]chinolin-6(7H)-on ClC=1C(=NC(=NC1)N1C[C@@H](CCC1)CC)NC1=CC=2C3=C(C(N(C2C=C1)C)=O)OCC([C@@H](N3)C3CC3)(F)F